FC(C(=O)O)(F)F.C(C=C)[C@@H]1[C@@](CNC1)(C(=O)OCC(C1=CC=CC=C1)=O)N=[N+]=[N-] 2-Oxo-2-phenylethyl (3R,4S)-4-allyl-3-azidopyrrolidine-3-carboxylate trifluoroacetate